2-(chloromethyl)-5-(trifluoromethyl)-1H-benzimidazole ClCC1=NC2=C(N1)C=CC(=C2)C(F)(F)F